CC1=CC2=C(N=C(N=C2NCCCNC2=CC=CC=C2)C(F)(F)F)S1 N1-(6-methyl-2-(trifluoromethyl)thieno[2,3-d]pyrimidin-4-yl)-N3-phenylpropane-1,3-diamine